tert-butyl 2-{2-[(2S,4R)-2-{[(S)-(4-cyclopropyl-3-fluorophenyl)(phenyl)methyl] carbamoyl}-4-fluoropyridin-1-yl]-2-oxoethyl}-1H-indole-1-carboxylate C1(CC1)C1=C(C=C(C=C1)[C@H](C1=CC=CC=C1)NC(=O)[C@H]1N(C=CC(=C1)F)C(CC=1N(C2=CC=CC=C2C1)C(=O)OC(C)(C)C)=O)F